2-fluoro-4-isopropyl-N-(2-morpholino-4-phenylpyridin-3-yl)benzamide FC1=C(C(=O)NC=2C(=NC=CC2C2=CC=CC=C2)N2CCOCC2)C=CC(=C1)C(C)C